IC=1C=C(C=CC1)C(C(=O)N(C)OC)(CCCOC(C)(C=C)C)C 2-(3-iodophenyl)-N-methoxy-N,2-dimethyl-5-((2-methylbut-3-en-2-yl)oxy)pentanamide